C(C)(C)(C)OC(=O)N1CCC(CC1)CCC(=O)O 3-(1-(tert-butoxycarbonyl)piperidin-4-yl)propanoic acid